FC(OC1=CC=C(OC2=CC=C(C(=O)N3C4(CN(CC3CC4)C(=O)OC(C)(C)C)C(=O)OCC)C=C2)C=C1)(F)F 3-(tert-butyl) 1-ethyl 8-(4-(4-(trifluoromethoxy)phenoxy)benzoyl)-3,8-diazabicyclo[3.2.1]octane-1,3-dicarboxylate